7-(3,3-dihydroxyazetidin-1-yl)-6-fluoro-5-methyl-4-oxo-1-(1,2,4-thiadiazol-5-yl)-1,4-dihydro-1,8-naphthyridine-3-carboxylic acid OC1(CN(C1)C1=C(C(=C2C(C(=CN(C2=N1)C1=NC=NS1)C(=O)O)=O)C)F)O